(2R,3R,4R,5S)-2-(hydroxymethyl)-1-((R)-2-phenylpropyl)piperidine-3,4,5-triol OC[C@H]1N(C[C@@H]([C@H]([C@@H]1O)O)O)C[C@H](C)C1=CC=CC=C1